C1(CC1)N(C1=CC(=NC=C1)NC1=NC(=NC=C1)C=1C=NN(C1O)C)[C@@H](C)CCO (S)-4-(4-((4-(cyclopropyl(4-hydroxybutan-2-yl)amino)pyridin-2-yl)amino)pyrimidin-2-yl)-1-methyl-1H-pyrazol-5-ol